ClC1=NC(=C2C(=N1)N(N=C2)[C@@H]2O[C@@H]([C@@H]1[C@H]2OC(O1)(C)C)CO)N1CC2(C1)CCCCC2 ((3aR,4R,6R,6aR)-6-(6-chloro-4-(2-azaspiro[3.5]nonan-2-yl)-1H-pyrazolo[3,4-d]pyrimidin-1-yl)-2,2-dimethyltetrahydrofuro[3,4-d][1,3]dioxol-4-yl)methanol